(methylamino)-3-nitro-7,8-dihydro-1,6-naphthyridin-5(6H)-one CNC1=NC=2CCNC(C2C=C1[N+](=O)[O-])=O